FC1=C(C=2C=NC(=NC2C=C1C1=C(C2=C(OCCN2)N=C1)C)NC1=CC=C(C=C1)CS(=O)(=O)N1CCCC1)N 6-fluoro-7-(8-methyl-2,3-dihydro-1H-pyrido[2,3-b][1,4]oxazin-7-yl)-N~2~-{4-[(pyrrolidine-1-sulfonyl)methyl]phenyl}quinazoline-2,5-diamine